NC1=NC=NN2C1=C(C=C2C=2C=C(C(=NC2)OC)C(=O)N[C@@H]2CN(C[C@@H]2F)S(=O)(=O)C2CCCC2)C(F)(F)F 5-[4-amino-5-(trifluoromethyl)pyrrolo[2,1-f][1,2,4]triazin-7-yl]-N-[(3R,4S)-1-(cyclopentanesulfonyl)-4-fluoropyrrolidin-3-yl]-2-methoxypyridine-3-carboxamide